F[C@@H]1[C@H](CN(C1)C=1N(C=CN1)COCC[Si](C)(C)C)NC(OC(C)(C)C)=O tert-butyl ((3S,4S)-4-fluoro-1-(1-((2-(trimethylsilyl)ethoxy)methyl)-1H-imidazol-2-yl)pyrrolidin-3-yl)carbamate